P(=[Se])(O)(O)O.P1(=O)(O[Se][Se]O1)O diseleno phosphate selenophosphate